3-(2-(benzyloxy)ethoxy)phenylpropan-1-ol C(C1=CC=CC=C1)OCCOC=1C=C(C=CC1)C(CC)O